ClC1=CC(=C(C=C1)[C@@]1(OC2=C(O1)C=CC=C2C2CCN(CC2)CC2=C(C=C(N=N2)C2=NOC(=N2)C(F)(F)F)C)C)F (S)-3-(6-((4-(2-(4-chloro-2-fluorophenyl)-2-methylbenzo[d][1,3]dioxol-4-yl)piperidin-1-yl)methyl)-5-methylpyridazin-3-yl)-5-(trifluoromethyl)-1,2,4-oxadiazole